NC1=CC(=NC=C1)NC(C)=O N-(4-aminopyridin-2-yl)acetamide